trans-2-(3-aminocyclobutyl)propan-2-ol N[C@@H]1C[C@H](C1)C(C)(C)O